C1NC(CC12CCSCC2)=O 8-thia-2-azaspiro[4.5]Decan-3-one